4-(((6-chloronaphthalen-2-yl)thio)methyl)-1H-1,2,3-triazole-5-carboxylic acid 2,2,2-trifluoroacetate FC(C(=O)O)(F)F.ClC=1C=C2C=CC(=CC2=CC1)SCC=1N=NNC1C(=O)O